1-(5-(4-chloro-3-fluorophenyl)-2-(m-tolyl)oxazol-4-yl)-5-fluoro-4-(methylamino)pyrimidin-2(1H)-one ClC1=C(C=C(C=C1)C1=C(N=C(O1)C=1C=C(C=CC1)C)N1C(N=C(C(=C1)F)NC)=O)F